(R)-diphenyl-(2-phenylpropyl)phosphine oxide C1(=CC=CC=C1)P(C[C@H](C)C1=CC=CC=C1)(C1=CC=CC=C1)=O